C(C)(C)N1C(=[N+](C=C1)C)C 1-isopropyl-2,3-dimethyl-imidazolium